N-(2-cyclopropyl-6-(3-hydroxy-3-methylpyrrolidin-1-yl)pyrimidin-4-yl)-6-(1-(2,2,2-trifluoroethyl)-1H-pyrazol-4-yl)picolinamide C1(CC1)C1=NC(=CC(=N1)NC(C1=NC(=CC=C1)C=1C=NN(C1)CC(F)(F)F)=O)N1CC(CC1)(C)O